tert-butyl (R)-2-((6-cyclopropylpyridin-3-yl)carbamoyl)piperidine-1-carboxylate C1(CC1)C1=CC=C(C=N1)NC(=O)[C@@H]1N(CCCC1)C(=O)OC(C)(C)C